4-(6-amino-2-chloro-9H-purin-9-yl)-N-(1,3-thiazol-2-yl)cyclohexanecarboxamide NC1=C2N=CN(C2=NC(=N1)Cl)C1CCC(CC1)C(=O)NC=1SC=CN1